(S)-N-(3-(N-(tert-butyl)sulfamoyl)phenyl)-6-(3-hydroxypyrrolidin-1-yl)-2-(6-azaspiro[2.5]oct-6-yl)nicotinamide C(C)(C)(C)NS(=O)(=O)C=1C=C(C=CC1)NC(C1=C(N=C(C=C1)N1C[C@H](CC1)O)N1CCC2(CC2)CC1)=O